2,3-dihydroxycyclopent-2-en OC=1CCCC1O